N-[(3R,4R)-1-{(5S)-5-[3-(2,6-difluorophenyl)-5-methylpyridin-2-yl]-4,5-dihydro-1,2-oxazol-3-yl}-4-fluoropyrrolidin-3-yl]methanesulfonamide FC1=C(C(=CC=C1)F)C=1C(=NC=C(C1)C)[C@@H]1CC(=NO1)N1C[C@H]([C@@H](C1)F)NS(=O)(=O)C